((4-(aminomethyl) phenyl) (imino) methyl) carbamate hydrochloride Cl.C(N)(OC(=N)C1=CC=C(C=C1)CN)=O